C(CCCC=C)C1=C(C(=CC=C1)C)C1=CC(=CC=C1)[C@H](CC(=O)OC)NC([C@@H](CC=C)OS(=O)(=O)C)=O Methyl (S)-3-(2'-(hex-5-en-1-yl)-6'-methyl-[1,1'-biphenyl]-3-yl)-3-((R)-2-((methylsulfonyl)oxy)pent-4-enamido)propanoate